5-bromo-3-indolyl β-D-galactopyranoside O([C@H]1[C@H](O)[C@@H](O)[C@@H](O)[C@H](O1)CO)C1=CNC2=CC=C(C=C12)Br